C(C)(C)(C)OC(=O)N1CCC2(CC1)COC1=C2C=CC(=C1)N1C(NC(CC1)=O)=O 6-(2,4-dioxotetrahydropyrimidin-1(2H)-yl)-2H-spiro[benzofuran-3,4'-piperidine]-1'-carboxylic acid tert-butyl ester